FC1=C(C(=CC=C1)C)[C@@H]1C[C@H](CC1)C1=CC=2C(=NC(=CN2)C)N(C1=O)CC1=NC=CN=C1C(F)(F)F 7-((1S,3S)-3-(2-fluoro-6-methylphenyl)cyclopentyl)-3-methyl-5-((3-(trifluoromethyl)pyrazin-2-yl)methyl)pyrido[2,3-b]pyrazin-6(5H)-one